2-(4-(4,4,5,5-tetramethyl-1,3,2-dioxaborolan-2-yl)-1H-pyrazol-1-yl)ethan-1,1,2,2-d4-1-ol CC1(OB(OC1(C)C)C=1C=NN(C1)C(C(O)([2H])[2H])([2H])[2H])C